N[C@@H](C)C1=C(C=CC(=C1)F)O (S)-2-(1-aminoethyl)-4-fluorophenol